OC1=CC=C(C=C1)[C@H]1N(C[C@@H](CC1)C)C(C(=O)NC=1C=NC=C(C1)C)=O [(2S,5R)-2-(4-hydroxyphenyl)-5-methyl-1-piperidyl]-N-(5-methyl-3-pyridyl)-2-oxo-acetamide